ClC=1C(=NC(=NC1)NC1=C(C=C2CCN(CC2=C1)C)OC)NC1=C(C=C(C=C1)OCC(F)F)P(C)(C)=O (2-((5-Chloro-2-((6-methoxy-2-methyl-1,2,3,4-tetrahydroisoquinolin-7-yl)amino)pyrimidin-4-yl)amino)-5-(2,2-difluoroethoxy)phenyl)dimethylphosphine oxide